FC1=CC=C(C(=O)N2CCN(C3=CC=CC=C23)C(=O)NCC2CN(CC2)C)C=C1 4-(4-fluorobenzoyl)-N-((1-methylpyrrolidin-3-yl)methyl)-3,4-dihydroquinoxaline-1(2H)-carboxamid